C(#N)[C@H]1N(CC(C1)(F)F)C(CNC(=O)C1=CC=NC2=C(C=CC=C12)NC(CCC(=O)ON1C(CCC1=O)=O)=O)=O 2,5-dioxopyrrolidin-1-yl (S)-4-((4-((2-(2-cyano-4,4-difluoropyrrolidin-1-yl)-2-oxoethyl)carbamoyl)quinolin-8-yl)amino)-4-oxobutanoate